(R)-3-(4-bromophenoxy)-2-hydroxy-propionamide BrC1=CC=C(OC[C@H](C(=O)N)O)C=C1